ClC1=CC=C(C=C1)NC(=O)N[C@H](C)C1=CC=CC2=CC=CC=C12 (R)-1-(4-chlorophenyl)-3-(1-(naphthalen-1-yl)ethyl)urea